N=1N=CN2C1C=C(C=C2)S(=O)(=O)Cl [1,2,4]triazolo[4,3-a]pyridine-7-sulfonyl chloride